aminotrimethylolpropane NC(C(CO)(CO)CO)C